ClC1=C(C=CC=C1)CC(=O)NC1=CC(=C(C=C1)N1N=C2N=CC=CC2=C1)S(N)(=O)=O 2-(2-chlorophenyl)-N-[4-(2H-pyrazolo[3,4-b]pyridin-2-yl)-3-sulfamoylphenyl]acetamide